C(C=1C(O)=CC=CC1)(=O)NNC(C=1C(O)=CC=CC1)=O N,N'-Disalicyloylhydrazin